FC=1C=C(C=CC1)C1=CC=C(S1)N 5-(3-fluorophenyl)thiophen-2-amine